BrC1=CC(=NC=C1)N(CC(F)(F)F)C 4-Bromo-N-methyl-N-(2,2,2-trifluoroethyl)pyridin-2-amine